FC1=CN=C2C[C@H](CNC2=C1)[C@@H](C1=CC=CC=C1)NC[C@@H](C)C=1C=C(C=CC1)CC(=O)O |o1:20| 2-(3-((S or R)-1-(((S)-((R)-7-fluoro-1,2,3,4-tetrahydro-1,5-naphthyridin-3-yl)(phenyl)methyl)amino)propan-2-yl)phenyl)acetic acid